FC1=CC=C(C=C1)N1C=CC2=CC=C(C=C12)C(=O)N 1-(4-fluorophenyl)-1H-indole-6-carboxamide